trans-4-[[4-[4-[(2,6-dioxo-3-piperidyl)amino]-2-fluoro-phenyl]-1-piperidyl]methyl]cyclohexanecarboxylic acid O=C1NC(CCC1NC1=CC(=C(C=C1)C1CCN(CC1)C[C@@H]1CC[C@H](CC1)C(=O)O)F)=O